C1(=CC=CC=C1)[Se]C1=C(OC2=CC=CC=C2C1=O)C1=CC(=CC=C1)Br 3-phenylseleno-2-(3-bromophenyl)-4H-chromone